((6-((5-Chloro-2-(4-(((2-(2,6-dioxopiperidin-3-yl)-1-oxoisoindolin-5-yl)methyl)amino)piperidin-1-yl)pyrimidin-4-yl)amino)-1-methyl-2-oxo-1,2-dihydroquinolin-3-yl)oxy)-N-methylacetamide ClC=1C(=NC(=NC1)N1CCC(CC1)NCC=1C=C2CN(C(C2=CC1)=O)C1C(NC(CC1)=O)=O)NC=1C=C2C=C(C(N(C2=CC1)C)=O)OCC(=O)NC